N-(3-(3-((2,6-Dioxopiperidin-3-yl)amino)phenyl)prop-2-yn-1-yl)-5-(8-(4-(2-fluoropropan-2-yl)-1,3-dimethyl-2-oxo-2,3-dihydro-1H-imidazo[4,5-c]pyridin-6-yl)isoquinolin-3-yl)picolinamide O=C1NC(CCC1NC=1C=C(C=CC1)C#CCNC(C1=NC=C(C=C1)C=1N=CC2=C(C=CC=C2C1)C1=CC2=C(C(=N1)C(C)(C)F)N(C(N2C)=O)C)=O)=O